C(C)(C)O i-propyl alcohol